FC1=CC=C2C(=CC=NC2=C1)NC1=CC(=CC(=C1)C=1SC=C(C1)C)OC 7-Fluoro-N-(3-Methoxy-5-(4-Methylthiophen-2-yl)phenyl)quinolin-4-amine